C(C)(C)(C)OC(=O)N[C@H]1CN(CC12CC2)CCCCCC(=O)O (R)-6-(7-((tert-butoxycarbonyl)amino)-5-azaspiro[2.4]heptan-5-yl)hexanoic acid